C1(CC1)C1=C(C=C(C=C1)C)[N+](=O)[O-] 1-cyclopropyl-4-methyl-2-nitrobenzene